nitryl-acetyl-glucose [N+](=O)([O-])[C@@](C(=O)C(C)=O)(O)[C@@H](O)[C@H](O)[C@H](O)CO